C1(=CC=CC=C1)C1=NC(=CC(=C1)C=1C=C(C=CC1)C1=CC(=NC(=C1)N1C=2C=CC=C(C2C=2C(=CC=CC12)N(C1=CC=CC=C1)C1=CC=CC=C1)N(C1=CC=CC=C1)C1=CC=CC=C1)N1C=2C=CC=C(C2C=2C(=CC=CC12)N(C1=CC=CC=C1)C1=CC=CC=C1)N(C1=CC=CC=C1)C1=CC=CC=C1)C1=CC=CC=C1 9,9'-(4-(3-(2,6-diphenylpyridin-4-yl)phenyl)pyridine-2,6-diyl)bis(N4,N4,N5,N5-tetraphenyl-9H-carbazole-4,5-diamine)